[N+](=O)([O-])C1=C(C=CC=C1NC1CCOCC1)CO (2-nitro-3-((tetrahydro-2H-pyran-4-yl)amino)phenyl)methanol